C(C)OC1=NC(=NC=C1C(NC1=CC2=CN(N=C2C(=C1)F)C)=O)N1C[C@H](N([C@H](C1)C)C(=O)OC(C)(C)C)C tert-butyl (2R,6S)-4-(4-ethoxy-5-((7-fluoro-2-methyl-2H-indazol-5-yl) carbamoyl)pyrimidin-2-yl)-2,6-dimethylpiperazine-1-carboxylate